ClC=1C2=C(N=CN1)N(C=C2)C2C[C@@]([C@@H]1[C@H]2OC(O1)(C)C)(C=O)CF (3aR,4R,6aS)-6-(4-chloro-7H-pyrrolo[2,3-d]pyrimidin-7-yl)-4-(fluoromethyl)-2,2-dimethyltetrahydro-3aH-cyclopenta[d][1,3]dioxole-4-carbaldehyde